COC(=O)C=1C=C(CN2C(N(C3=C2C=CC=C3)C(=O)OC(C)(C)C)=O)C=CC1 tert-butyl 3-(3-(methoxycarbonyl) benzyl)-2-oxo-2,3-dihydro-1H-benzo[d]imidazole-1-carboxylate